1-(11Z-docosenoyl)-2-nonadecanoyl-glycero-3-phosphocholine CCCCCCCCCCCCCCCCCCC(=O)O[C@H](COC(=O)CCCCCCCCC/C=C\CCCCCCCCCC)COP(=O)([O-])OCC[N+](C)(C)C